(2S,3S)-ethyl 3-((2-(2-chloro-5-trityl-5H-pyrrolo[2,3-b]pyrazin-7-yl)-5-fluoro-6-(1,2,3-thiadiazol-5-yl)pyrimidin-4-yl)amino)bicyclo[2.2.2]octane-2-carboxylate ClC=1N=C2C(=NC1)N(C=C2C2=NC(=C(C(=N2)N[C@@H]2[C@H](C1CCC2CC1)C(=O)OCC)F)C1=CN=NS1)C(C1=CC=CC=C1)(C1=CC=CC=C1)C1=CC=CC=C1